ClC1=C(C=C(C=C1)CC[C@@H](C(=O)O)NC(=O)OCC1C2=CC=CC=C2C=2C=CC=CC12)C(F)(F)F (2S)-4-[4-chloro-3-(trifluoromethyl)phenyl]-2-(9H-fluoren-9-ylmethoxycarbonylamino)butanoic acid